C1(=CC=CC=C1)S(=O)(=O)OC1=C(C=C(C=C1)NC(=O)NC1=CC(=C(C=C1)OS(=O)(=O)C1=CC=CC=C1)C(C)(C)C)C(C)(C)C N,N'-di-[4-(benzenesulfonyloxy)-3-t-butyl-phenyl]urea